CC=1C=C(N=NC1)N1C[C@@H](CC1)NC(OC(C)(C)C)=O tert-butyl N-[(3R)-1-(5-methylpyridazin-3-yl) pyrrolidin-3-yl]Carbamate